C123CC4=C(N=CC(C(NCC(NCCCCCCCC=CC=5C=NC(NC1=O)=C2C5)=O)=O)=C4)C3 5,9,12,24,26-pentazapentacyclo[20.5.2.11,4.13,7.025,28]hentriaconta-3,5,7(30),20,22(29),23,25(28)-heptaene-8,11,27-trione